(Z)-N-(4-aminophenyl)-3-(4-hydroxyphenyl)acrylamide NC1=CC=C(C=C1)NC(\C=C/C1=CC=C(C=C1)O)=O